7-[1-(2-fluorophenyl)-1H-1,2,3-triazol-4-ylmethyl]-5-iodo-2-methyl-7H-pyrrolo[2,3-d]Pyrimidin-4-amine FC1=C(C=CC=C1)N1N=NC(=C1)CN1C=C(C2=C1N=C(N=C2N)C)I